FC=1C=C(C=CC1)SCCCC(=O)O 4-(3-fluorophenylsulfanyl)butyric acid